C1(CC1)CC=1C2=C(SC1)C(=CC=C2)N[C@H]2[C@@H](CN(CC2)C)F 3-(cyclopropylmethyl)-7-(((3R,4R)-3-fluoro-1-methylpiperidin-4-yl)amino)benzo[b]thiophen